cyclopentyl 3-methyl-6-(oxazol-2-yl)-4-oxo-4,5,6,7-tetrahydro-1H-indole-2-carboxylate CC1=C(NC=2CC(CC(C12)=O)C=1OC=CN1)C(=O)OC1CCCC1